C(CCCCC(=O)OCC(CCCCCCCCC)CCCCCCC)(=O)OCC(CCCCCCCCC)CCCCCCC Di(2-heptylundecyl) adipate